CC1CCC=COS1(=O)=O 1-methyl-4-pentene-1,5-sultone